FC1=C(C=CC(=N1)C(=O)NC)N1CCN(CC1)CC=1C=C2NC(C(=NC2=C(C1)C1=CC=C(C=C1)OC)C)=O 6-fluoro-5-(4-((8-(4-methoxyphenyl)-2-methyl-3-oxo-3,4-dihydroquinoxalin-6-yl)methyl)piperazin-1-yl)-N-methylpyridineamide